N1CCCC2=CC(=CC=C12)NC=1N=C(C2=C(N1)NC=C2)NC2=C(C=CC=C2)P(C)(C)=O (2-(((1,2,3,4-tetrahydroquinolin-6-yl)amino)-7H-pyrrolo[2,3-d]pyrimidin-4-yl)aminophenyl)dimethylphosphine oxide